6-amino-4-methyl-2-(2-morpholinoethyl)-7,8-dihydro-4H-pyrazolo[1,5-a][1,3]diazepin-5(6H)-one hydrochloride Cl.NC1C(N(C=2N(CC1)N=C(C2)CCN2CCOCC2)C)=O